CC=1C(C2=C(C(C1C)=O)OCO2)=O 2,3-dimethyl-5,6-methylenedioxy-1,4-benzoquinone